1-(3-(trifluoromethoxy)phenyl)-1H-imidazole-4-amine FC(OC=1C=C(C=CC1)N1C=NC(=C1)N)(F)F